Hydroxybutyryl-CoA OCCCC(=O)SCCNC(CCNC([C@@H](C(COP(OP(OC[C@@H]1[C@H]([C@H]([C@@H](O1)N1C=NC=2C(N)=NC=NC12)O)OP(=O)(O)O)(=O)O)(=O)O)(C)C)O)=O)=O